C1(CCCC1)C=1C=CC(=NC1)C(=O)NC1=CC=C(C=C1)F 5-cyclopentyl-N-(4-fluorophenyl)picolinamide